2-amino-5-{7-chloro-2-[(1S)-1-cyclopropylethyl]-1-oxo-2,3-dihydro-1H-isoindol-5-yl}-N-cyclopropylpyrazolo[1,5-a]pyrimidine-3-carboxamide NC1=NN2C(N=C(C=C2)C=2C=C3CN(C(C3=C(C2)Cl)=O)[C@@H](C)C2CC2)=C1C(=O)NC1CC1